(R)-N-(1-(2-(bis(4-methoxybenzyl)amino)pyridin-3-yl)ethyl)-2-methylpropane-2-sulfinamide COC1=CC=C(CN(C2=NC=CC=C2C(C)N[S@](=O)C(C)(C)C)CC2=CC=C(C=C2)OC)C=C1